[N+](=[N-])=C(C(=O)OC)C1=C(C=CC(=C1)C)OC methyl 2-diazo-2-(2-methoxy-5-methyl-phenyl)acetate